C(C1=CC=CC=C1)N1C[C@H]([C@](CC1)(C#N)C=1C=CC(=NC1C(=O)OCC)C=1C(=NC=CC1)OCC)CC |r| rac-ethyl 5-((3S,4S)-1-benzyl-4-cyano-3-ethylpiperidin-4-yl)-2'-ethoxy-[2,3'-bipyridine]-6-carboxylate